C(\C=C\C(=O)O)(=O)O.C(C)N(C(C1=C(C=CC(=C1)F)OC1=C(N=CN=N1)N1CC2(CN(C2)[C@@H](C(C)C)CCCN(C)[C@H](CO)COC)CC1)=O)C(C)C N-ethyl-5-fluoro-2-((5-(2-((R)-6-(((R)-1-hydroxy-3-methoxyprop-2-yl)(methyl)amino)-2-methylhex-3-yl)-2,6-diazaspiro[3.4]oct-6-yl)-1,2,4-triazin-6-yl)oxy)-N-isopropylbenzamide fumarate